FC1=C(C=C(C=N1)NC(OC[C@@H]1OC2=C(C3=C(N=C(S3)C3=C4N=CC(=NC4=CC(=C3)C)OC)C(=C2)C)OC1)=O)C (R)-(2-(2-methoxy-7-methylquinoxalin-5-yl)-4-methyl-7,8-dihydro-[1,4]dioxino[2',3':3,4]benzo[1,2-d]thiazol-7-yl)methyl (6-fluoro-5-methylpyridin-3-yl)carbamate